(S)- and (R)-2-((2-(4-cyano-1H-pyrazol-1-yl)ethyl)-amino)-N-(5-(1-methyl-1H-pyrazol-4-yl)pyridin-2-yl)-2-phenyl-acetamide C(#N)C=1C=NN(C1)CCN[C@H](C(=O)NC1=NC=C(C=C1)C=1C=NN(C1)C)C1=CC=CC=C1 |r|